C1=CCN2C3=C(C(=C12)C(=O)Cl)C=CC=C3 3H-benzo[b]pyrrolizine-9-carbonyl chloride